Boc-Glutaminol C(=O)(OC(C)(C)C)N[C@@H](CCC(N)=O)CO